ClC=1C=C(CNC(=O)C23CC4(CC(CC(C2)C4)C3)C3=CC=C(C=C3)Cl)C=CC1F 3-(4-Chloro-phenyl)-adamantane-1-carboxylic acid 3-chloro-4-fluoro-benzyl amide